p-(dimethylamino)aniline CN(C1=CC=C(N)C=C1)C